3-(4-((4-methoxybenzyl)oxy)-2,3-dihydrofuro[3,2-c]pyridin-6-yl)cyclopent-2-en-1-ol COC1=CC=C(COC2=NC(=CC3=C2CCO3)C3=CC(CC3)O)C=C1